tert-Butyl 3,3-dimethyl-4-oxo-5-(pyrimidine-2-carbonyl)piperidine-1-carboxylate CC1(CN(CC(C1=O)C(=O)C1=NC=CC=N1)C(=O)OC(C)(C)C)C